3-(1-methylsulfonyl-4-piperidinyl)-1-sulfamoyl-pyrrole-2-carboxylic acid CS(=O)(=O)N1CCC(CC1)C1=C(N(C=C1)S(N)(=O)=O)C(=O)O